5-nitropyrimidin-4-amine [N+](=O)([O-])C=1C(=NC=NC1)N